C(C)(C)(C)[S@@](=O)N |r| (±)-tert-butylsulfinamide